2-phenoxyheptaethylene glycol methacrylate C(C(=C)C)(=O)O.O(C1=CC=CC=C1)C(CO)OCCOCCOCCOCCOCCOCCO